ClC=1C=C2[C@]3(C(N(C2=CC1)C)=O)[C@H](C3)C(=O)NC3=NC=NC(=C3)NCC=3N=C1N(C=C(C=C1)C1CC1)C3 |r| rac-(1R*,2S*)-5'-chloro-N-(6-(((6-cyclopropylimidazo[1,2-a]pyridin-2-yl)methyl)amino)pyrimidin-4-yl)-1'-methyl-2'-oxospiro[cyclopropane-1,3'-indoline]-2-carboxamide